[4-(trifluoromethyl)phenyl]methylthiophene FC(C1=CC=C(C=C1)CC=1SC=CC1)(F)F